6-chloroisothiazolo[4,5-b]pyridine ClC=1C=C2C(=NC1)C=NS2